[Si]([O-])([O-])([O-])[O-].[Sm+3].[Na+].S1C=NC2=C1C=C(C=C2)\C=C\2/N=C(NC2=O)NC2=NC=C(C=C2)N2CCN(CC2)C (4Z)-4-(1,3-Benzothiazol-6-ylmethylene)-2-[[5-(4-methylpiperazin-1-yl)-2-pyridyl]amino]-1H-imidazol-5-one Sodium Samarium Silicate